5-(2-amino-6-fluoro-5-(4-(4-methylpiperazin-1-yl)phenyl)pyridin-3-yl)isoindolin-1-one NC1=NC(=C(C=C1C=1C=C2CNC(C2=CC1)=O)C1=CC=C(C=C1)N1CCN(CC1)C)F